2-ammonio-3-(4-mercapto-1-methyl-imidazol-5-yl)propionic acid [NH3+]C(C(=O)O)CC1=C(N=CN1C)S